FC(OC=1C=C(C(=O)O)C=C(C1)C(F)F)F 3-(difluoromethoxy)-5-(difluoromethyl)benzoic acid